(2R,3R,4R,5S)-3,4,5-tris(benzyloxy)-2-((benzyloxy)methyl)-1-(4-(trifluoromethyl)phenethyl)piperidine C(C1=CC=CC=C1)O[C@@H]1[C@H](N(C[C@@H]([C@H]1OCC1=CC=CC=C1)OCC1=CC=CC=C1)CCC1=CC=C(C=C1)C(F)(F)F)COCC1=CC=CC=C1